5-(2-Hydroxyethylamino)-1-methyl-2-oxo-N-[5-(trifluoromethyl)pyrimidin-2-yl]quinoline-3-carboxamide OCCNC1=C2C=C(C(N(C2=CC=C1)C)=O)C(=O)NC1=NC=C(C=N1)C(F)(F)F